(2R,3R)-5,6-difluoro-3-hydroxy-2-methylchroman-4-one FC1=C2C([C@@H]([C@H](OC2=CC=C1F)C)O)=O